C(C)(C)(C)C1=CC2=C(C3=CC=CC=C3C(=C2C=C1)C1=CC2=CC=CC=C2C=C1)C1=CC2=CC=CC=C2C=C1 2-tert-butyl-9,10-bis-(β-naphthyl)-anthracene